CC1C(N(CCC1)C)(C)C.[Ca] calcium tetramethylpiperidine